NC=1C2=C(N=CN1)C(=NC(=C2)N(C)C2CC2)C=2C(=C(C=CC2C)O)C (R)-3-(4-amino-6-(cyclopropyl(methyl)amino)pyrido[3,4-d]pyrimidin-8-yl)-2,4-dimethylphenol